2,4-Dichlorophenyl-oxyacetic acid ClC1=C(C=CC(=C1)Cl)OCC(=O)O